1-(4-(5-fluoro-4-((2-fluoro-3-methyl-4-((1-methyl-1H-benzo[d][1,2,3]triazol-5-yl)oxy)phenyl)amino)pyrido[3,4-d]pyrimidin-6-yl)piperazin-1-yl)prop-2-en-1-one FC1=C(N=CC=2N=CN=C(C21)NC2=C(C(=C(C=C2)OC2=CC1=C(N(N=N1)C)C=C2)C)F)N2CCN(CC2)C(C=C)=O